[1,2-ethanediylbis(oxy)]bis-benzene C(COC1=CC=CC=C1)OC1=CC=CC=C1